4-(4-((1R,5S)-8-(5-amino-2-hydroxypentyl)-3,8-diazabicyclo[3.2.1]octan-3-yl)-8-fluoro-2-((tetrahydro-1H-pyrrolizin-7a(5H)-yl)methoxy)quinazolin-7-yl)naphthalen-2-ol NCCCC(CN1[C@H]2CN(C[C@@H]1CC2)C2=NC(=NC1=C(C(=CC=C21)C2=CC(=CC1=CC=CC=C21)O)F)OCC21CCCN1CCC2)O